FC(C(=O)O)(F)F.FC(C(=O)O)(F)F.NC1=CC=C(C(=N1)C)CNC([C@H](C)NC(=O)[C@@H]1NC[C@H](C1)CC1=CC(=CC=C1)C#N)=O (2R,4S)-N-((S)-1-(((6-Amino-2-methylpyridin-3-yl)methyl)amino)-1-oxopropan-2-yl)-4-(3-cyanobenzyl)pyrrolidine-2-carboxamide Di-trifluoroacetate salt